CCCCCCC(CCCCCCCCCCC(=O)OCC(CC)CCCC)OC(=O)C ethylhexyl Acetoxystearate